Ethyl 3-[4-[2-[2-fluoro-5-(4,6,7-trifluoro-1H-indole-5-carbonyl)phenyl]-1H-imidazol-4-yl]-4-methyl-chroman-8-yl]propanoate FC1=C(C=C(C=C1)C(=O)C=1C(=C2C=CNC2=C(C1F)F)F)C=1NC=C(N1)C1(CCOC2=C(C=CC=C12)CCC(=O)OCC)C